Cl.NCCCN1C(C2=C(C=NC=C2C=C1)NC1=C(C=C(C=C1)I)F)=O (3-aminopropyl)-8-(2-fluoro-4-iodoanilino)-2,6-naphthyridin-1(2H)-one hydrochloride